benzyloxy-2-(4-fluorophenyl)-1H-indole C(C1=CC=CC=C1)ON1C(=CC2=CC=CC=C12)C1=CC=C(C=C1)F